C(CCCCCCC)(=O)OC=1C2=CC=CC=C2C(=C2C=CC=CC12)OC(CCCCCCC)=O 9,10-bis(n-octanoyloxy)anthracene